CC1(C(C2=C(OC=CO2)C(C1)=O)=O)S(=O)(=O)[O-].[Ca+2].CC1=NOC(=C1)C=1C(=NC(=NC1)SC)C(C)C.CC1(C(C2=C(OC=CO2)C(C1)=O)=O)S(=O)(=O)[O-] 5-(3-methyl-1,2-oxazol-5-yl)-2-(methylsulfanyl)-4-(propan-2-yl)pyrimidine calcium 6-methyl-5,8-dioxo-5,6,7,8-tetrahydrobenzo[b][1,4]dioxine-6-sulfonate